N-(6-chloropyridin-3-yl)-3-(5-{[(1-methylpiperidin-4-yl)amino]methyl}-1-(2,2,2-trifluoroethyl)-1H-indol-2-yl)prop-2-ynamide ClC1=CC=C(C=N1)NC(C#CC=1N(C2=CC=C(C=C2C1)CNC1CCN(CC1)C)CC(F)(F)F)=O